(2R)-1,1-Difluoro-2-[3-(2-methylpyridin-3-yl)-1,2,4-oxadiazol-5-yl]-6-azaspiro[2.5]octan-6-sulfonamid FC1([C@H](C12CCN(CC2)S(=O)(=O)N)C2=NC(=NO2)C=2C(=NC=CC2)C)F